(2R)-2-(2-((3R,4R)-3-amino-4-fluoro-1-piperidinyl)-5,6-difluoro-1H-benzoimidazol-1-yl)-N,N-dimethylpropionamide N[C@@H]1CN(CC[C@H]1F)C1=NC2=C(N1[C@@H](C(=O)N(C)C)C)C=C(C(=C2)F)F